gamma-deutero-L-ornithine [2H]C(C[C@H](N)C(=O)O)CN